FC(S(=O)(=O)[O-])(F)F.FC([S+](C1=CC=CC=C1)C1=CC=CC=C1)(F)F S-(Trifluoromethyl)diphenylsulfonium trifluoromethanesulfonate